trioxochromium hydrochloride Cl.O=[Cr](=O)=O